2,4,6-trifluoro-benzaldehyde FC1=C(C=O)C(=CC(=C1)F)F